C(C=C)(=O)N1C[C@H]([C@@H](C1)OCC1=CC=C(C=C1)C(F)(F)F)N1N=NC(=C1)C(=O)NC 1-(trans-1-acryloyl-4-(4-(trifluoromethyl)benzyloxy)pyrrolidin-3-yl)-N-methyl-1H-1,2,3-triazole-4-carboxamide